1,1,3-Tris(3-cyclohexyl-4'-hydroxy-6-methylphenyl)butane C1(CCCCC1)C=1C=C(C(=CC1O)C)C(CC(C)C1=CC(=C(C=C1C)O)C1CCCCC1)C1=CC(=C(C=C1C)O)C1CCCCC1